butyl((4-(iodomethyl)benzyl)oxy)dimethylsilane C(CCC)[Si](C)(C)OCC1=CC=C(C=C1)CI